N1C=C(C2=CC=CC=C12)C(C1=C(C(=CC(=C1)O)O)O)C1=CNC2=CC=CC=C12 bis(indol-3-yl)-2,3,5-trihydroxyphenylmethane